5-{[(2,2-Dimethylpropanoyl)amino]methyl}-N-{1-[4-methoxy-3-(trifluoromethyl)phenyl]-1H-indazol-4-yl}-2-(trifluoromethyl)benzamide CC(C(=O)NCC=1C=CC(=C(C(=O)NC2=C3C=NN(C3=CC=C2)C2=CC(=C(C=C2)OC)C(F)(F)F)C1)C(F)(F)F)(C)C